4-(7-(2-amino-6-chlorophenyl)-1-(2-ethyl-6-methylphenyl)-6-fluoro-2-carbonyl-1,2-dihydroquinolin-4-yl)piperazine-1-carboxylic acid tert-butyl ester C(C)(C)(C)OC(=O)N1CCN(CC1)C1=CC(N(C2=CC(=C(C=C12)F)C1=C(C=CC=C1Cl)N)C1=C(C=CC=C1C)CC)=C=O